COC1=CC=C(C=C1)C1(OC2=C3C(=C(C(=C2C=C1)C)C)C=CC=C3)C3=CC=C(C=C3)OC 2,2-bis-(4-methoxy-phenyl)-5,6-dimethyl-2H-benzo[H]chromene